2-(2-(tert-butoxy)-2-oxoethyl)phenyl-4-(3-((5-(2-aminopyrimidine-5-carboxamido)-7-methoxy-2,3-dihydroimidazo[1,2-c]quinazolin-8-yl)oxy)propyl)piperazine-1-carboxylate C(C)(C)(C)OC(CC1=C(C=CC=C1)OC(=O)N1CCN(CC1)CCCOC=1C=CC=2C=3N(C(=NC2C1OC)NC(=O)C=1C=NC(=NC1)N)CCN3)=O